(R)-(4-fluorophenyl)(8-methyl-3-(3-methyl-1,2,4-thiadiazol-5-yl)-1-(Pyridin-4-yl)-5,6-dihydroimidazo[1,5-a]pyrazin-7(8H)-yl)methanone FC1=CC=C(C=C1)C(=O)N1[C@@H](C=2N(CC1)C(=NC2C2=CC=NC=C2)C2=NC(=NS2)C)C